5-chloro-4-(6-(1,1-dioxidothiomorpholino)-5,7-difluoro-4-oxo-1,4-dihydroquinolin-2-yl)picolinonitrile ClC=1C(=CC(=NC1)C#N)C=1NC2=CC(=C(C(=C2C(C1)=O)F)N1CCS(CC1)(=O)=O)F